(R)-(1-(2-(7-chloro-1-(cyclopropylmethyl)-1H-pyrrolo[2,3-c]pyridin-2-yl)-4-methoxy-3-methylpyrazolo[1,5-a]pyridine-6-carbonyl)piperidin-3-yl)carbamic acid tert-butyl ester C(C)(C)(C)OC(N[C@H]1CN(CCC1)C(=O)C=1C=C(C=2N(C1)N=C(C2C)C2=CC=1C(=C(N=CC1)Cl)N2CC2CC2)OC)=O